ClC1=CC=C(C=C1)C=1C=CC(=NC1)C(=O)NC1=CC=C(C=C1)OC1=CC(=NC=C1)C(NC)=O 5-(4-Chlorophenyl)-N-(4-(2-(methylcarbamoyl)pyridin-4-yloxy)phenyl)picolinamide